FC(S(=O)(=O)OC1=C(C(=CC=C1)OS(=O)(=O)C(F)(F)F)OS(=O)(=O)C(F)(F)F)(F)F 1,2,3-tris(trifluoromethylsulfonyloxy)benzene